(E)-N-(4-((3-chloro-4-(pyridin-2-ylmethoxy)phenyl)amino)-3-cyano-7-ethoxyquinolin-6-yl)-4-(3,3-difluoroazetidin-1-yl)but-2-enamide ClC=1C=C(C=CC1OCC1=NC=CC=C1)NC1=C(C=NC2=CC(=C(C=C12)NC(\C=C\CN1CC(C1)(F)F)=O)OCC)C#N